[6-(1,1-Dimethylethyl)-8-fluoro-2,3-dimethylquinoline-4-yl] methoxyacetate COCC(=O)OC1=C(C(=NC2=C(C=C(C=C12)C(C)(C)C)F)C)C